2-(naphthalen-2-yl)-1-phenylpropan-1-one C1=C(C=CC2=CC=CC=C12)C(C(=O)C1=CC=CC=C1)C